ONC(=O)C1OC2=CC=C(C=C2CC1)NC(OCC1=CC=CC=C1)=O benzyl (2-(hydroxycarbamoyl)chroman-6-yl)carbamate